O[C@@H](CN1CCN(CC1)C(C)=O)C (R)-1-(4-(2-hydroxypropyl)piperazin-1-yl)ethan-1-one